tert-Butyl (((2S,3S)-5-chloro-3,6-difluoro-2-phenyl-4-(4,4,5,5-tetramethyl-1,3,2-dioxaborolan-2-yl)-2,3-dihydrobenzofuran-2-yl)methyl)(methyl)carbamate ClC=1C(=CC2=C([C@@H]([C@](O2)(C2=CC=CC=C2)CN(C(OC(C)(C)C)=O)C)F)C1B1OC(C(O1)(C)C)(C)C)F